C(C)OC1=CC=C(C=C1)CNC1CC1 N-[(4-ethoxyphenyl)methyl]cyclopropanamine